N1(N=CC=C1)C1=CC=C(CC(C2=CC=CC(=N2)NCC(=O)OC(C)C)NS(=O)(=O)C=2C=NC=CC2)C=C1 isopropyl (6-{[4-(pyrazol-1-yl)benzyl] (pyridin-3-ylsulfonyl)aminomethyl}pyridine-2-ylamino)acetate